C(C(O)C)(=O)O.C[C@@H]1O[C@@H](CN(C1)CC1=CC=C(COC2=C3CN(C(C3=CC=C2)=O)C2C(NC(CC2)=O)=O)C=C1)C 3-(4-(4-(((2S,6R)-2,6-DIMETHYLMORPHOLINO)METHYL)BENZYLOXY)-1-OXOISOINDOLIN-2-YL)PIPERIDINE-2,6-DIONE (+)-lactate